6-Bromo-N4-(tetrahydro-2H-pyran-4-yl)quinoline-3,4-diamine BrC=1C=C2C(=C(C=NC2=CC1)N)NC1CCOCC1